ClC1=CC(=C(C=C1)C=1N=NN(C1)[C@H](C(=O)N1[C@@H](C[C@H](C1)O)C(=O)NC)C(C)(C)C)F (2S,4r)-1-[(2S)-2-[4-(4-chloro-2-fluoro-phenyl)triazol-1-yl]-3,3-dimethyl-butyryl]-4-hydroxy-N-methyl-pyrrolidine-2-carboxamide